ClC=1C=C(C=C(C1OC1=NN(C(C(=C1)C(C)C)=O)C)Cl)NC(C#N)C 2-((3,5-dichloro-4-((5-isopropyl-1-methyl-6-oxo-1,6-dihydropyridazin-3-yl)oxy)phenyl)amino)propanenitrile